(S)-N-(1-(3,3-difluorocyclobutyl)-6-(2-hydroxypropan-2-yl)-1H-benzo[d]imidazol-2-yl)-2,3,3-trimethylbutanamide FC1(CC(C1)N1C(=NC2=C1C=C(C=C2)C(C)(C)O)NC([C@H](C(C)(C)C)C)=O)F